(E)-4-((5-(2-chloro-4-methylphenyl)furan-2-yl)methylene)-2-methyl-1,2,3,4-tetrahydroacridine-9-carboxylic acid ClC1=C(C=CC(=C1)C)C1=CC=C(O1)\C=C\1/CC(CC2=C(C3=CC=CC=C3N=C12)C(=O)O)C